COC(=O)C1CC2(C1)CC(C2)NC(=O)C=2C=CC(=C1C=NN(C21)[C@H](C)C=2C=NC(=CC2)C2CC2)C#CC (R)-6-(1-(1-(6-cyclopropylpyridin-3-yl)ethyl)-4-(propane-1-yn-1-yl)-1H-indazole-7-Carboxamido)spiro[3.3]heptane-2-carboxylic acid methyl ester